N-(4-Pyridyl)cyclohexanecarboxamide dihydrochloride Cl.Cl.N1=CC=C(C=C1)NC(=O)C1CCCCC1